Cl.CC=1C=C(C=CC1OC1=CC=2N(C=C1)N=CN2)NC=2C1=C(N=CN2)C=CC(=N1)C=1CCNCCC1 N-(3-methyl-4-[[1,2,4]triazolo[1,5-a]pyridin-7-yloxy]phenyl)-6-(2,3,6,7-tetrahydro-1H-azepin-4-yl)pyrido[3,2-d]pyrimidin-4-amine hydrochloride